3-(4-ethoxyphenyl)pyrazolo[1,5-a]pyrimidine C(C)OC1=CC=C(C=C1)C=1C=NN2C1N=CC=C2